C(C)S(=O)(=O)OCC(CCO[Si](C1=CC=CC=C1)(C1=CC=CC=C1)C(C)(C)C)(C)C 4-[(tert-butyldiphenylsilyl)oxy]-2,2-dimethylbutyl ethanesulfonate